methyl 5-((2-methyl-4-(tri-fluorometh-oxy)phenyl)-amino)-2-(tri-fluoromethyl)-isonicotinate CC1=C(C=CC(=C1)OC(F)(F)F)NC1=CN=C(C=C1C(=O)OC)C(F)(F)F